manganous borate B([O-])([O-])[O-].[Mn+2].B([O-])([O-])[O-].[Mn+2].[Mn+2]